NC1=C(C=CC(=C1)F)C1=C(C=C(C(=C1)Cl)C(=O)NC=1C=NC(=C(C1)C(F)(F)F)OCCOC)F 2'-amino-5-chloro-2,4'-difluoro-N-(6-(2-methoxyethoxy)-5-(trifluoromethyl)pyridin-3-yl)-[1,1'-biphenyl]-4-carboxamide